CN1C=NC2=C1C=CC=C2C2C(NC(CC2)=O)=O 3-(1-methyl-1H-benzo[d]imidazol-4-yl)piperidine-2,6-dione